3-Aminopropylmethyl-bis(trimethylsiloxy)silan NCCC[Si](O[Si](C)(C)C)(O[Si](C)(C)C)C